4-phenyl-3,4-dihydro-2H-benzo[b][1,4]thiazin-6-amine C1(=CC=CC=C1)N1C2=C(SCC1)C=CC(=C2)N